C(C(=C)C)(=O)OC(C(=O)[O-])=C methacryloxyacrylate